OC=1C=CC=C2NC=C(CCN(CCC)C)C12 4-hydroxy-N-methyl-N-propyl-tryptamine